CC1=C(C(=O)O)C(=CC(=C1)\C=C\CC1=CC=CC=C1)C (E)-2,6-dimethyl-4-(3-phenylprop-1-en-1-yl)benzoic acid